COC[C@@H]1[C@H](C1)C1=CNC2=NC=CC(=C21)N[C@@H]2CC[C@@H](N(C2)C(C=C)=O)C 1-((2S,5R)-5-((3-((1S,2S)-2-(methoxymethyl)cyclopropyl)-1H-pyrrolo[2,3-b]pyridin-4-yl)amino)-2-methylpiperidin-1-yl)prop-2-en-1-one